OC1=CC=C(C=C1)C=1N=NN(C1)CC(=O)C1=CC=CC=C1 2-(4-(4-hydroxyphenyl)-1H-1,2,3-triazol-1-yl)-1-phenylethan-1-one